OC[C@H]1OC(CN(C1)C(=O)OC(C)(C)C)(C)C tert-butyl (6S)-6-(hydroxymethyl)-2,2-dimethylmorpholine-4-carboxylate